(R)-3-fluoro-5-(2-hydroxy-3-(octadecyloxy)propoxy)benzonitrile Cesium carbonate C([O-])([O-])=O.[Cs+].FC=1C=C(C#N)C=C(C1)OC[C@@H](COCCCCCCCCCCCCCCCCCC)O.[Cs+]